FC(CC1=C(C=CC=C1F)[C@@H]1C2=C(NC(=C1C(=O)OC)CF)COC2=O)F methyl (R)-4-(2-(2,2-difluoroethyl)-3-fluorophenyl)-2-(fluoromethyl)-5-oxo-1,4,5,7-tetrahydrofuro[3,4-b]pyridine-3-carboxylate